1,13-diamino-4,4,6,6,8,8,10,10-octamethyl-5,7,9-trioxa-4,6,8,10-tetrasilatridecane NCCC[Si](O[Si](O[Si](O[Si](CCCN)(C)C)(C)C)(C)C)(C)C